C1=CC=CC=2C3=CC=CC=C3C(C12)COC(=O)N[C@H](C(=O)O)CC=1C=C(C=CC1)C1=CC=C(C=C1)C (S)-2-((((9H-fluoren-9-yl)methoxy)carbonyl)amino)-3-(4'-methyl-[1,1'-biphenyl]-3-yl)propanoic acid